C(C)C1=CC=C(C=C2C(=CC(O2)=O)C2=CC=CC=C2)C=C1 5-p-ethylbenzylidene-4-phenylfuran-2(5H)-one